3-[8-(4-piperidyl)-2,3-dihydro-1,4-benzoxazin-4-yl]piperidine-2,6-dione N1CCC(CC1)C1=CC=CC=2N(CCOC21)C2C(NC(CC2)=O)=O